C1(CC1)C1=C(C=CC=C1)C1N(CCC1)C1CC(C1)N1N=CC(=C1)C1=CC=C(C(=O)NS(=O)(=O)C2=CC(=C(C=C2)NCC2CCOCC2)[N+](=O)[O-])C=C1 4-(1-(3-(2-(2-cyclopropylphenyl)pyrrolidin-1-yl)cyclobutyl)-1H-pyrazol-4-yl)-N-((3-nitro-4-(((tetrahydro-2H-pyran-4-yl)methyl)amino)phenyl)sulfonyl)benzamide